COC(C1=C(C(=C(C(=C1)[N+](=O)[O-])N)F)F)=O 4-Amino-2,3-difluoro-5-nitro-benzoic acid methyl ester